AzaGlycine NNC(=O)O